S1C(=NC2=C1C=CC=C2)C(=O)[C@H](CCCNC(=N)N)NC([C@H](CC2=CC=CC=C2)NC([C@@H](CC2=CNC1=CC=CC=C21)N)=O)=O N-[(S)-1-[(1,3-benzothiazol-2-yl)carbonyl]-4-guanidinobutyl](S)-2-[(R)-2-amino-3-(3-indolyl)propionylamino]-3-phenylpropionamide